{4-[6-({4-[2-Amino-6-(3-cyano-2-fluorophenyl)-4-pyrimidinyl]-1H-1,2,3-triazol-1-yl}methyl)-2-pyridyl]tetrahydro-2H-pyran-4-yl}acetic acid NC1=NC(=CC(=N1)C=1N=NN(C1)CC1=CC=CC(=N1)C1(CCOCC1)CC(=O)O)C1=C(C(=CC=C1)C#N)F